N[C@H](C(=O)O)CC1=CC(=C(C(=C1)Cl)OCC1=C(C=CC=C1OC)OCC1=CC(=CC=C1)Br)Cl (S)-2-amino-3-(4-((2-((3-bromobenzyl)oxy)-6-methoxybenzyl)oxy)-3,5-dichlorophenyl)propionic acid